1-methyltriazol-4-amine CN1C=C(N=N1)N